ClC1=C(C=CC=C1Cl)N1C(=NC(=CC1=O)N(C1CCC(CC1)(C)N)C)C 3-(2,3-dichlorophenyl)-2-methyl-6-{methyl[(trans)-4-amino-4-methylcyclohexyl]amino}-3,4-dihydropyrimidin-4-one